5-bromo-6-(1-(1-ethoxyethyl)-1H-pyrazol-4-yl)pyrimidin-4-amine BrC=1C(=NC=NC1C=1C=NN(C1)C(C)OCC)N